(2-(5-cyanopyridin-2-yl)ethyl)-2-methyl-5-chloro-6-difluoromethylpyrimidin-4-amine C(#N)C=1C=CC(=NC1)CCNC1=NC(=NC(=C1Cl)C(F)F)C